CC1=C2C(=NN1CC(=O)O)C(CC2)C 2-(3,6-dimethyl-5,6-dihydro-4H-cyclopenta[c]pyrazol-2-yl)acetic acid